ethyl (S)-2-(4-(1-(2-methoxy-2-oxoethyl)pyrrolidin-2-yl)piperidin-1-yl)-6-azaspiro[3.4]octane-6-carboxylate COC(CN1[C@@H](CCC1)C1CCN(CC1)C1CC2(C1)CN(CC2)C(=O)OCC)=O